3-(cyclopentylamino)benzoic acid C1(CCCC1)NC=1C=C(C(=O)O)C=CC1